3-Methylthiohexylacetat CSC(CCOC(C)=O)CCC